benzyl ((1S,4R)-7-(7-bromo-2-chloro-8-fluoro-6-(trifluoro methyl)quinazolin-4-yl)-7-azabicyclo[2.2.1]heptan-2-yl)(2-methoxyethyl)carbamate BrC1=C(C=C2C(=NC(=NC2=C1F)Cl)N1[C@@H]2C(C[C@H]1CC2)N(C(OCC2=CC=CC=C2)=O)CCOC)C(F)(F)F